N-chloroacetyl-serine methyl ester COC([C@@H](NC(CCl)=O)CO)=O